4-(2-ethoxy-2-hydroxyethyl)-1-(2-hydroxyethyl)pyridin C(C)OC(CC1=CCN(C=C1)CCO)O